2-(4-((4-(cyclopropyl((6-(trifluoromethyl)pyridin-3-yl)methyl)amino)-5-fluoro-7H-pyrrolo[2,3-d]pyrimidin-7-yl)methyl)piperidin-1-yl)acetamide C1(CC1)N(C=1C2=C(N=CN1)N(C=C2F)CC2CCN(CC2)CC(=O)N)CC=2C=NC(=CC2)C(F)(F)F